C(C1=CC=CC=C1)N1CCN(CC1)C1=NC=C(C=N1)CN(C(OC(C)(C)C)=O)C(=O)OC(C)(C)C tert-butyl N-[[2-(4-benzylpiperazin-1-yl) pyrimidin-5-yl] methyl]-N-tert-butoxycarbonyl-carbamate